alpha-bromoethanone compound with 2-pyridinecarboxamide N1=C(C=CC=C1)C(=O)N.BrC(C)=O